CCCCCCCCCCCCCCCCCCCCOC[C@H](COP(=O)(O)OC[C@@H](C(=O)O)N)OC(=O)CCCC/C=C\C/C=C\C/C=C\CCCCC 1-eicosyl-2-(6Z,9Z,12Z-octadecatrienoyl)-glycero-3-phosphoserine